CC1=C(OC=2CCC3=CN(N=C3C21)CC2=NC=CC=C2C)C(=O)O 8-Methyl-2-[(3-methylpyridin-2-yl)methyl]-4,5-dihydro-2H-furo[2,3-g]indazole-7-carboxylic acid